C(C1=CC=CC=C1)OC=1C=C(C=CC1)C=1C(=C2N(CCN(C2)C(=O)NC(C)(C)C)C1C1CC1)C(=O)N 7-[3-(benzyloxy)phenyl]-N2-tert-butyl-6-cyclopropyl-3,4-dihydropyrrolo[1,2-a]pyrazine-2,8(1H)-dicarboxamide